C(C)(C)(C)OC(=O)N1CC2(C1)CC(C2)=CC2=C(C=C(C=C2)F)F 6-[(2,4-difluorophenyl)methylene]-2-azaspiro[3.3]Heptane-2-carboxylic acid tert-butyl ester